ClC=1C(=NC=CC1)C(=O)N1CC(CC1)C1=C(C(=O)N)C=C(C=C1)OC1=C(C=CC=C1)C(C)C 2-(1-(3-chloropyridineformyl)pyrrolidin-3-yl)-5-(2-isopropylphenoxy)benzamide